8-Chloro-5-ethoxy-1-[trans-4-(pyridin-2-yloxy)cyclohexyl]-5,6-dihydro-4H-[1,2,4]triazolo[4,3-a][1]benzazepin ClC=1C=CC2=C(CC(CC=3N2C(=NN3)[C@@H]3CC[C@H](CC3)OC3=NC=CC=C3)OCC)C1